zinc naphthalate C1(=CC=CC2=CC=CC=C12)C(=O)[O-].[Zn+2].C1(=CC=CC2=CC=CC=C12)C(=O)[O-]